C(C)OC1=C(C=C(CNCCCCOCCNC2=NC3=C(C4=CN=CC=C24)C=CC(=C3)C(=O)N)C=C1)CO 5-((2-(4-((4-ethoxy-3-(hydroxymethyl)benzyl)amino)butoxy)ethyl)amino)benzo[c][2,6]naphthyridine-8-carboxamide